COC=1C=C(CN(C2=CC(=NC=C2)COCCOCCN2CCOCC2)CC2=CC(=CC=C2)OC)C=CC1 N,N-bis(3-methoxybenzyl)-2-((2-(2-morpholinoethoxy)ethoxy)methyl)pyridin-4-amine